1,3-Butylenglycol diacrylat C(C=C)(=O)OCCC(C)OC(C=C)=O